CN1C=C(C=2C1=CN=CC2)C2=C1C(=NC=C2)NC(=N1)C1CCN(CC1)C 7-(1-methyl-1H-pyrrolo[2,3-c]pyridin-3-yl)-2-(1-methylpiperidin-4-yl)-3H-imidazo[4,5-b]pyridine